[5-chloro-6-fluoro-4-(trifluoromethylsulfonyloxy)-2-naphthyl]acetate ClC1=C2C(=CC(=CC2=CC=C1F)CC(=O)[O-])OS(=O)(=O)C(F)(F)F